2,6-bis(hydroxymethyl)-4-t-butylphenol OCC1=C(C(=CC(=C1)C(C)(C)C)CO)O